C1(=CC=CC=C1)SCCCCCC phenylthiohexane